[C@H]12COC[C@H](CC(C1)OC=1C(=CC(=NC1)C)C1=CC=3N(C=C1)N=C(C3)NC3=NC=C(C=N3)C)N2 5-(5-(((1R,5S,7s)-3-oxa-9-azabicyclo[3.3.1]nonan-7-yl)oxy)-2-methylpyridin-4-yl)-N-(5-methylpyrimidin-2-yl)pyrazolo[1,5-a]pyridin-2-amine